FC1=CC=C(C=C1)C1=CC(=CN1S(=O)(=O)C1=CC=C(C=C1)OC)CNC([2H])([2H])[2H] ((5-(4-fluorophenyl)-1-((4-methoxyphenyl)sulfonyl)-1H-pyrrol-3-yl)methyl)methane-d3-amine